C1(CC1)C1=CC=C(C=C1)[C@](O)(C=1C=NC=C(C1)N1CCCC1)C1(CN(C1)C)C (R)-(4-cyclopropyl-phenyl)-(1,3-dimethyl-azetidin-3-yl)-(5-pyrrolidin-1-yl-pyridin-3-yl)-methanol